acrylamido-propyltri(β-methoxyethoxy)silan C(C=C)(=O)NCCC[Si](OCCOC)(OCCOC)OCCOC